C(CC)C(C=C)=CC 3-n-propyl-1,3-pentadiene